6-(2,8-dimethylimidazo[1,2-b]pyridazin-6-yl)-8-fluoro-2-(4-piperidyl)-[1,2,4]triazolo[1,5-a]pyridine CC=1N=C2N(N=C(C=C2C)C=2C=C(C=3N(C2)N=C(N3)C3CCNCC3)F)C1